C(CCCCCCCC)N(CCN(CCC1CCNCC1)CCCCCCCCC)CCCCCCCCC N1,N1,N2-Trinonyl-N2-(2-(piperidin-4-yl)ethyl)ethane-1,2-diamine